OC[C@@H]1C(C[C@@H](O1)C=1C=CC(=NC1)NC(C)=O)=O N-(5-((2R,5R)-5-(hydroxymethyl)-4-oxotetrahydrofuran-2-yl)pyridin-2-yl)acetamide